1,2-dihydroquinoline-3,6-dicarbonitrile N1CC(=CC2=CC(=CC=C12)C#N)C#N